2-Chloro-4-{4-[(6-cyclopropyl-imidazo[1,5-a]pyridin-5-yl)-hydroxy-methyl]-[1,2,3]triazol-1-yl}-phenol ClC1=C(C=CC(=C1)N1N=NC(=C1)C(O)C1=C(C=CC=2N1C=NC2)C2CC2)O